N1(CCCCC1)S(=O)(=O)C=1C=C(C=CC1)OB(O)O 3-(piperidine-1-ylsulfonyl)phenylboric acid